O.O.O.O.C(C)(=O)O Acetat tetra-Hydrat